bis(3-(azetidin-1-yl)phenyl)dimethylsilane Aluminium Acrylat C(C=C)(=O)[O-].[Al+3].N1(CCC1)C=1C=C(C=CC1)[Si](C)(C)C1=CC(=CC=C1)N1CCC1.C(C=C)(=O)[O-].C(C=C)(=O)[O-]